(S)-7-(3-(2-(1H-pyrrolo[2,3-b]pyridin-3-yl)thiazol-4-yl)phenyl)-6,7-dihydro-5H-cyclopenta[d]pyridin-7-ol N1C=C(C=2C1=NC=CC2)C=2SC=C(N2)C=2C=C(C=CC2)[C@]2(CCC1=CC=NC=C12)O